C#CCC n-but-1-yn